COC(=O)C=1C=CC2=C(NC(N2C[C@H]2OCC2)[C@H](C)Cl)C1 2-((S)-1-chloroethyl)-3-(((S)-oxetan-2-yl)methyl)-1H-benzo[d]imidazole-6-carboxylic acid methyl ester